NC[C@H](C)N(C([C@@H](CC(=O)OC(C1=C(C=CC=C1)Cl)(C1=CC=CC=C1)C1=CC=CC=C1)CC1=C(C(=CC=C1)F)F)=O)C (2-Chlorotrityl) (R)-4-(((S)-1-aminopropan-2-yl)(methyl)amino)-3-(2,3-difluorobenzyl)-4-oxobutanoate